C(C)(C)(C)OC(N(CC1=CC=C(C=C1)F)C1=CC(=C(C(=C1)C)[N+](=O)[O-])SCC)=O (3-(Ethylthio)-5-methyl-4-nitrophenyl)(4-fluorobenzyl)carbamic acid tert-butyl ester